FC1=C(C=C2C=NN(C2=C1)C1=CC=NC=C1)C(=O)NC1=CC2=C(NC(=N2)[C@@H]2N(CCC2)C)C=C1 6-fluoro-N-[2-[(2R)-1-methylpyrrolidin-2-yl]-1H-1,3-benzodiazol-5-yl]-1-(pyridin-4-yl)indazole-5-carboxamide